3-(2-(4-((S)-4-((1r,4R)-4-(3-bromo-2-methylphenoxy)cyclohexyl)-2-methylbutyl)piperazin-1-yl)-1-methyl-1H-benzo[d]imidazol-5-yl)piperidine-2,6-dione BrC=1C(=C(OC2CCC(CC2)CC[C@@H](CN2CCN(CC2)C2=NC3=C(N2C)C=CC(=C3)C3C(NC(CC3)=O)=O)C)C=CC1)C